1-(2-chloroacetyl)-6-[(4-fluorophenyl)methyl]-3,3-dimethyl-1H,2H,3H,4H,5H-pyrrolo[3,2-b]pyridin-5-one ClCC(=O)N1CC(C=2NC(C(=CC21)CC2=CC=C(C=C2)F)=O)(C)C